(S)-1-((2-(amino(4,4-difluorocyclohexyl)methyl)imidazo[1,2-b]pyridazin-7-yl)methyl)imidazolidin-2-one N[C@H](C=1N=C2N(N=CC(=C2)CN2C(NCC2)=O)C1)C1CCC(CC1)(F)F